S1C2=C(C=C1C=1C(=CC(=NC1)NC(C)=O)NC1=NC(=CC(=C1)C1(COCC1)CO)S(=O)(=O)C)C=CC=C2 N-(5-(benzo[b]thiophen-2-yl)-4-((4-(3-(hydroxymethyl)tetrahydrofuran-3-yl)-6-(methylsulfonyl)pyridin-2-yl)amino)pyridin-2-yl)acetamide